N-(naphthalen-1-yl)phenazine-1-carboxamide C1(=CC=CC2=CC=CC=C12)NC(=O)C1=CC=CC2=NC3=CC=CC=C3N=C12